NCCOCCOCC(=O)OCC Ethyl 2-[2-(2-aminoethoxy)ethoxy]acetate